ClC1=C(C=CC(=C1)C)NS(=O)(=O)C1=CC=C(C=C1)NC(NCC=1C=NC=CC1)=O 3-{4-[(2-chloro-4-methylphenyl)sulfamoyl]phenyl}-1-(pyridin-3-ylmethyl)urea